FC=1C=C(C(=O)NC2CCC(CC2)NC2=CC=CC=3N2C=C(N3)C(F)F)C=CC1OC 3-fluoro-4-methoxy-N-[(1s,4s)-4-{[2-(difluoromethyl)imidazo[1,2-a]pyridin-5-yl]amino}cyclohexyl]benzamide